2,2',2''-(10-(1-carboxy-4-((2-(2,5-dioxo-2,5-dihydro-1H-pyrrol-1-yl)ethyl)amino)-4-oxobutyl)-1,4,7,10-tetraazacyclododecane-1,4,7-triyl)triacetic acid C(=O)(O)C(CCC(=O)NCCN1C(C=CC1=O)=O)N1CCN(CCN(CCN(CC1)CC(=O)O)CC(=O)O)CC(=O)O